3-(2-bromoethyl)cyclobutane BrCCC1CCC1